(2R,3R,4S,5R)-tetrahydro-2H-pyran-2,3,4,5-tetrayltetrakis(3-((3-((3,4-dihydroxy-5-((3,4,5-trihydroxybenzoyl) oxy) benzoyl) oxy)-4,5-dihydroxybenzoyl) oxy)-4,5-dihydroxybenzoate) O1[C@H]([C@H]([C@H]([C@@H](C1)C1=C(C(=O)[O-])C=C(C(=C1OC(C1=CC(=C(C(=C1)O)O)OC(C1=CC(=C(C(=C1)OC(C1=CC(=C(C(=C1)O)O)O)=O)O)O)=O)=O)O)O)C1=C(C(=O)[O-])C=C(C(=C1OC(C1=CC(=C(C(=C1)O)O)OC(C1=CC(=C(C(=C1)OC(C1=CC(=C(C(=C1)O)O)O)=O)O)O)=O)=O)O)O)C1=C(C(=O)[O-])C=C(C(=C1OC(C1=CC(=C(C(=C1)O)O)OC(C1=CC(=C(C(=C1)OC(C1=CC(=C(C(=C1)O)O)O)=O)O)O)=O)=O)O)O)C1=C(C(=O)[O-])C=C(C(=C1OC(C1=CC(=C(C(=C1)O)O)OC(C1=CC(=C(C(=C1)OC(C1=CC(=C(C(=C1)O)O)O)=O)O)O)=O)=O)O)O